5-(Pyrimidine-5-yl)-3-(2-azaspiro[3.5]nonane-7-yl)pyrazolo[1,5-a]pyridine N1=CN=CC(=C1)C1=CC=2N(C=C1)N=CC2C2CCC1(CNC1)CC2